4-(1-(4-(4-Fluorophenyl)-1-(4-(trifluoromethyl)benzyl)-1H-indol-7-amido)cyclopropyl)-benzoic acid FC1=CC=C(C=C1)C1=C2C=CN(C2=C(C=C1)C(=O)NC1(CC1)C1=CC=C(C(=O)O)C=C1)CC1=CC=C(C=C1)C(F)(F)F